C1(CCC1)C=1N=NN(C1)C1=CC=C(C=C1)[C@H](C)NC=1C2=C(N=CN1)SC=C2 N-[(1S)-1-[4-(4-cyclobutyltriazol-1-yl)phenyl]ethyl]thieno[2,3-d]pyrimidin-4-amine